CN(CCNC(C1=CC=C(C=C1)C#CC1=CC=C(C=C1)C1=CC(=NO1)CN1C(=NC=C1)[C@H](C)O)=O)C (S)-N-(2-(dimethylamino)ethyl)-4-((4-(3-((2-(1-hydroxyethyl)-1H-imidazol-1-yl)methyl)isoxazol-5-yl)phenyl)ethynyl)benzamide